Tert-butyl (E)-(2-(1H-indol-3-yl)ethyl)(5-(3-((2-amino-4-fluorophenyl)amino)-3-oxoprop-1-en-1-yl)-2,3-dihydro-1H-inden-1-yl)carbamate N1C=C(C2=CC=CC=C12)CCN(C(OC(C)(C)C)=O)C1CCC2=CC(=CC=C12)\C=C\C(=O)NC1=C(C=C(C=C1)F)N